((3-cyano-6-cyclopropylpyridin-2-yl)thio)-N-(2-tolyl)propanamide C(#N)C=1C(=NC(=CC1)C1CC1)SC(C(=O)NC1=C(C=CC=C1)C)C